7-chloro-1-cyclopentyl-4-methyl-1,6-naphthyridin-2-one ClC1=NC=C2C(=CC(N(C2=C1)C1CCCC1)=O)C